1,3-bis(isocyanatomethyl)-4-ethylbenzene N(=C=O)CC1=CC(=C(C=C1)CC)CN=C=O